(E)-4-methyl-N-(1-(6-methyl-4,8-dioxo-1,3,6,2-dioxazaborocan-2-yl)hept-2-en-1-yl)benzenesulfonamide CC1=CC=C(C=C1)S(=O)(=O)NC(\C=C\CCCC)B1OC(CN(CC(O1)=O)C)=O